BrC=1C=C(C=CC1Cl)C1=NC(=NC(=N1)C1=CC=C(C=C1)C1=CC=CC=2OC3=C(OC21)C=CC=C3)C3=CC=CC=C3 2-(3-bromo-4-chlorophenyl)-4-(4-(dibenzo[b,e][1,4]dioxin-1-yl)phenyl)-6-phenyl-1,3,5-triazine